P1(=O)(O[N+](=[N-])O1)F diazo fluorophosphate